1'-benzyl 1-tert-butyl 5-methyl-5,5',6,6'-tetrahydro-[2,3'-bipyridine]-1,1'(2'H,4H)-dicarboxylate CC1CC=C(N(C1)C(=O)OC(C)(C)C)C=1CN(CCC1)C(=O)OCC1=CC=CC=C1